C1(CC1)C1=NN(C(=N1)[C@H](C)NC(C1=CC(=CC(=C1)OC(F)(F)F)C1CC1)=O)C=1SC(=CN1)C(=O)N(C)C 2-(3-cyclopropyl-5-{(1S)-1-[3-cyclopropyl-5-(trifluoromethoxy)benzoylamino]Ethyl}-1H-1,2,4-triazol-1-yl)-N,N-dimethyl-1,3-thiazole-5-carboxamide